Cl.ClCC(CCl)N1CCC1 1-(1,3-dichloropropane-2-yl)azetidine hydrochloride